CN(C1=CC=C(C=C1)N\C(=C\1/C(NC2=CC(=CC=C12)C(=O)OC)=O)\C1=CC=CC=C1)C(CN1CCN(CC1)C)=O methyl (3Z)-3-{[(4-{methyl [(4-methylpiperazin-1-yl)acetyl]amino}phenyl)amino](phenyl)methylidene}-2-oxo-2,3-dihydro-1H-indole-6-carboxylate